(Dimethylamino)-6-[(4-methoxybenzyl)amino]-9-(tetrahydrofuran-2-yl)-9H-purine CN(C)C1=NC(=C2N=CN(C2=N1)C1OCCC1)NCC1=CC=C(C=C1)OC